CC1=CC=C(C=C1)S(=O)(=O)CC(C#N)Cl 3-[(4-methylphenyl)sulfonyl]-2-chloropropanenitrile